O1N=CC(=C1)OCC([C@H](C[C@H]1C(NCC1)=O)NC([C@H](CC(C)C)NC(=O)C=1NC2=CC=CC(=C2C1)OC)=O)=O N-((S)-1-(((S)-4-(isoxazol-4-yloxy)-3-oxo-1-((S)-2-oxopyrrolidin-3-yl)butan-2-yl)amino)-4-methyl-1-oxopentan-2-yl)-4-methoxy-1H-indole-2-carboxamide